5-(5-(3-benzylpyrrolidin-3-yl)-6-methyl-1H-indazol-1-yl)-1-methylpyridin-2(1H)-one C(C1=CC=CC=C1)C1(CNCC1)C=1C=C2C=NN(C2=CC1C)C=1C=CC(N(C1)C)=O